5-(6-(((R)-1-phenylethyl)amino)-6,7,8,9-tetrahydrodibenzo[b,d]furan-2-yl)isoindolin-1-on C1(=CC=CC=C1)[C@@H](C)NC1CCCC=2C3=C(OC21)C=CC(=C3)C=3C=C2CNC(C2=CC3)=O